BrC=1C=C(C(=CC1F)NC1CC1)N 4-bromo-N1-cyclopropyl-5-fluorobenzene-1,2-diamine